COC1=CC=C(C=N1)CN1CC2N(C(C1)C2)C2=CC=C(C=N2)C2=NC1=CC=CC=C1C(=N2)NC2=NNC(=C2)C 2-(6-(3-((6-methoxypyridin-3-yl)methyl)-3,6-diazabicyclo[3.1.1]heptan-6-yl)pyridin-3-yl)-N-(5-methyl-1H-pyrazol-3-yl)quinazolin-4-amine